CC1=C(C=CC(=C1)C)C1CC=2C=NN(C(C2CC1)=O)C1=NC=C(C=N1)NC(C)=O N-(2-(6-(2,4-dimethylphenyl)-1-oxo-5,6,7,8-tetrahydrophthalazin-2(1H)-yl)pyrimidin-5-yl)acetamide